ClC=1C=C(C=NC1)C1=NC(=C2N=CN(C2=N1)[C@H]1[C@@H]([C@@H]([C@H](O1)C(=O)NC)O)O)NCC1=NC=CC=C1 (2S,3S,4R,5R)-5-(2-(5-chloropyridin-3-yl)-6-((pyridin-2-ylmethyl)amino)-9H-purin-9-yl)-3,4-dihydroxyl-N-methyltetrahydrofuran-2-formamide